NC=1C(=C(OC=2C(=C(N(C(C2C)=O)C)NC2=C(C=C(C=C2)I)F)C(=O)N(C)C2CC2)C=CC1)C 4-(3-amino-2-methylphenoxy)-N-cyclopropyl-2-[(2-fluoro-4-iodophenyl)amino]-N,1,5-trimethyl-6-oxopyridine-3-carboxamide